tert-butyl N-[5-(benzyloxycarbonylamino)-3,3-dimethoxy-cyclohexyl]carbamate C(C1=CC=CC=C1)OC(=O)NC1CC(CC(C1)NC(OC(C)(C)C)=O)(OC)OC